C1(CC1)NC1=C2C(=NC(=C1)NC1=C(C=C(C=C1)C(=O)N1CCOCC1)OC)NC=C2C(F)(F)F (4-((4-(cyclopropylamino)-3-(trifluoromethyl)-1H-pyrrolo[2,3-b]pyridin-6-yl)amino)-3-methoxyphenyl)(morpholino)methanone